FC(OC1=NNC2=CN=C(C(=C21)C2=CC(=C(C=C2)S(=O)(=O)C)C)C(=O)O)F 3-(difluoromethoxy)-4-(3-methyl-4-(methylsulfonyl)phenyl)-1H-pyrazolo[3,4-c]pyridine-5-carboxylic acid